FC1=CC=C2C(=C(C(=C(C2=C1)OC)CC=1C=CC(=NC1)OC1COC1)C)OC 5-((7-fluoro-1,4-dimethoxy-3-methylnaphthalen-2-yl)methyl)-2-(oxetan-3-yloxy)pyridine